CC1(OB(OC1(C)C)C=1C=C2C(=NC1)NC=C2)C 5-(4,4,5,5-tetramethyl-1,3,2-dioxaborolane-2-yl)-1H-pyrrolo[2,3-b]Pyridine